2-hexyl-2,3,4,9-tetrahydro-1H-carbazole-8-carboxylic acid C(CCCCC)C1CC=2NC3=C(C=CC=C3C2CC1)C(=O)O